hydroxy-4-methacryloxybenzophenone OC1=C(C(=O)C2=CC=CC=C2)C=CC(=C1)OC(C(=C)C)=O